3-bromo-5-(2-chlorophenoxy)-1-isobutyl-1H-1,2,4-triazole BrC1=NN(C(=N1)OC1=C(C=CC=C1)Cl)CC(C)C